3-(4-isobutyl-2-methylphenyl)propionaldehyde C(C(C)C)C1=CC(=C(C=C1)CCC=O)C